(S)-3-(((R)-tert-butylsulfinyl)amino)-3-(3-(trifluoromethoxy)phenyl)propanoic acid ethyl ester C(C)OC(C[C@@H](C1=CC(=CC=C1)OC(F)(F)F)N[S@](=O)C(C)(C)C)=O